N1(CCCCC1)C1=CC=C(C=O)C=C1 4-(piperidinyl)benzaldehyde